3-chloro-4-((5-cyclopropyl-3-fluoropyridin-2-yl)methoxy)-2'-(2-(2-hydroxypropan-2-yl)pyrimidin-4-yl)-5',6-dimethyl-2H-[1,4'-bipyridin]-2-one ClC=1C(N(C(=CC1OCC1=NC=C(C=C1F)C1CC1)C)C1=CC(=NC=C1C)C1=NC(=NC=C1)C(C)(C)O)=O